(2-(4-fluorophenyl)-2-methylpropanoyl)-L-valyl-D-glutamic acid FC1=CC=C(C=C1)C(C(=O)N[C@@H](C(C)C)C(=O)N[C@H](CCC(=O)O)C(=O)O)(C)C